C(C=C)NC1=NC=NC=N1 allylamino-1,3,5-triazine